CN1N=CC(=C1C(=O)O)[N+](=O)[O-] 1-methyl-4-nitro-1H-pyrazole-5-carboxylic acid